ethyl 8-cyano-6-(2-fluorophenyl)-4-methyl-4H-benzo[f]imidazo[1,5-a][1,4]diazepine-3-carboxylate C(#N)C=1C=CC2=C(C(=NC(C=3N2C=NC3C(=O)OCC)C)C3=C(C=CC=C3)F)C1